FC(C=1C2=C(C=C3C(=NC=NC13)O)C=CC=C2)(F)F 10-(trifluoromethyl)benzo[g]quinazolin-4-ol